7-bromo-3-ethyl-5-fluoro-1,2,3,4-tetrahydroisoquinoline BrC1=CC(=C2CC(NCC2=C1)CC)F